4-([[7-(methylcarbamoyl)thieno[3,2-d]pyrimidin-4-yl]-amino]methyl)phenylboronic acid CNC(=O)C1=CSC2=C1N=CN=C2NCC2=CC=C(C=C2)B(O)O